C1(=CC=CC=C1)C=1OC=C(N1)C1=CC=CC=C1 2,4-diphenyl-1,3-oxazol